potassium 5-hydroxyundecanoate OC(CCCC(=O)[O-])CCCCCC.[K+]